diethyl-3-(4-methoxyphenoxy)prop-1-en-2-amine oxide C(C)C(=C(COC1=CC=C(C=C1)OC)[NH2]=O)CC